C1(=CC=C(C=C1)C1=NC(=NC(=N1)C1=CC=C(C=C1)C1=CC(=CC2=CC=CC=C12)Cl)C1=CC=CC=C1)C1=CC=CC=C1 2-([1,1'-biphenyl]-4-yl)-4-(4-(3-chloronaphthalen-1-yl)phenyl)-6-phenyl-1,3,5-triazine